(cis)-1,2-cyclopropanedicarboxylic acid [C@@H]1([C@H](C1)C(=O)O)C(=O)O